2-(2-chloropyridin-3-yl)-1-(7-fluoro-5-(2-((4-hydroxylbutan-2-yl)amino)pyrimidin-4-yl)indolin-1-yl)ethan-1-one ClC1=NC=CC=C1CC(=O)N1CCC2=CC(=CC(=C12)F)C1=NC(=NC=C1)NC(C)CCO